(S)-2-((S)-5-(t-butoxycarbonyl)-5-azaspiro[2.4]heptan-6-yl)-2-(4-chlorophenyl)acetic acid C(C)(C)(C)OC(=O)N1CC2(CC2)C[C@H]1[C@@H](C(=O)O)C1=CC=C(C=C1)Cl